C(C)(=O)NC(C(=O)OC)C(C)(C)SSC(=O)OC1=CC=C(C=C1)C#N Methyl 2-acetamido-3-(((4-cyanophenoxy)carbonyl)disulfaneyl)-3-methylbutanoate